Cl.N1[C@@H](CCC1)CNC(=O)C1=CN(CCS1)C1=C2C(=NC=C1)NC=C2 (S)-N-(pyrrolidin-2-ylmethyl)-4-(1H-pyrrolo[2,3-b]pyridin-4-yl)-3,4-dihydro-2H-1,4-thiazine-6-carboxamide hydrochloride